CC1=NNC2=NC=C(C=C21)C=2N1C(=NN2)CC[C@@H]1C1=CC=C(C=C1)C(F)(F)F (R)-3-methyl-5-(5-(4-(trifluoromethyl)phenyl)-6,7-dihydro-5H-pyrrolo[2,1-c][1,2,4]triazol-3-yl)-1H-pyrazolo[3,4-b]pyridine